C(#N)C=1C=CC(=C(C1)C=1C(=CC(N(C1)C)=O)C(=O)OC)OC methyl 5-(5-cyano-2-methoxyphenyl)-1-methyl-2-oxo-1,2-dihydropyridine-4-carboxylate